3-aminopyrrolidinone NC1C(NCC1)=O